(R)-1-(3-chlorophenyl-ethyl)-3-((4-(methylsulfonyl)phenoxy)methyl)piperidin-3-ol ClC=1C=C(C=CC1)CCN1C[C@@](CCC1)(O)COC1=CC=C(C=C1)S(=O)(=O)C